2-(4-(5-(7,8-dimethyl-[1,2,4]triazolo[1,5-a]pyridin-6-yl)-6-isopropyl-4H-pyrrolo[3,2-d]thiazol-2-yl)piperazin-1-yl)-N,N-dimethylacetamide CC1=C(C=2N(C=C1C1=C(C=3N=C(SC3N1)N1CCN(CC1)CC(=O)N(C)C)C(C)C)N=CN2)C